(S)-2-(5-(4-((4-((4-(4-aminopyrimidin-2-yl)-1,3-dimethyl-1H-pyrazol-5-yl)oxy)butan-2-yl)amino)-6-chloropyridin-3-yl)pyrazin-2-yl)propan-2-ol NC1=NC(=NC=C1)C=1C(=NN(C1OCC[C@H](C)NC1=C(C=NC(=C1)Cl)C=1N=CC(=NC1)C(C)(C)O)C)C